NC1=C(C=2N(C(=N1)N1CCC3([C@@H](CN(C3)C3=CC(=NC=C3)Cl)N)CC1)C=CN2)SC2=C(C(=NC=C2)N)Cl (S)-8-(7-amino-8-((2-amino-3-chloropyridin-4-yl)thio)imidazo[1,2-c]pyrimidin-5-yl)-2-(2-chloropyridin-4-yl)-2,8-diazaspiro[4.5]decan-4-amine